2-(1-Ethyl-3-methyl-1H-pyrazole-5-carboxamido)-3-(hydroxymethyl)-3-methyl-3,4-dihydro-5-oxa-1,2a-diazaacenaphthylene-7-carboxamide C(C)N1N=C(C=C1C(=O)NC1=NC=2C=C(C=C3OCC(N1C23)(C)CO)C(=O)N)C